2-methyl-2H-pyrazolo[4,3-c]Pyridine-7-carboxylic acid CN1N=C2C(C=NC=C2C(=O)O)=C1